2-(4-(Hydroxyimino)cyclohexa-2,5-dien-1-ylidene)-2-phenylacetonitrile ON=C1C=CC(C=C1)=C(C#N)C1=CC=CC=C1